cyclopropyl-5-methoxypyridine-3-carbaldehyde C1(CC1)C1=NC=C(C=C1C=O)OC